N(=[N+]=[N-])CCCCCCC=1C=C2C(N(C(C2=CC1)=O)C1C(NC(CC1)=O)=O)=O 5-(6-azidohexyl)-2-(2,6-dioxo-3-piperidyl)isoindoline-1,3-dione